5-chloropyridin-2-yl (3'R)-3-(benzyloxy)-5',5'-difluoro-2-oxo[1,3'-bipiperidine]-1'-carboxylate C(C1=CC=CC=C1)OC1C(N(CCC1)[C@H]1CN(CC(C1)(F)F)C(=O)OC1=NC=C(C=C1)Cl)=O